5-(1-(2-cyclohexylethyl)piperidin-3-yl)-2-(isoquinolin-5-yl)-2,4-dihydro-3H-1,2,4-triazol-3-one C1(CCCCC1)CCN1CC(CCC1)C=1NC(N(N1)C1=C2C=CN=CC2=CC=C1)=O